CC(C)[C@@H]([C@@H]1[C@H](CCN1C(=O)C2=COC(=N2)CN3CCCC3)NS(=O)(=O)C)C(=O)O The molecule is an N-acylpyrrolidine resulting from the formal condensation of the pyrrolidine nitrogen of (2R,3S)-2-[(2S)-(2-carboxy)isobutyl-3-(methylsulfonylamino)pyrrolidine with the carboxylic acid group of 2-(pyrrolidin-1-ylmethyl)-1,3-oxazole-4-carboxylic acid. It is a N-acylpyrrolidine, a N-alkylpyrrolidine, a member of 1,3-oxazoles and a monocarboxylic acid. It derives from a butyric acid.